tert-butyl 4-(2-((4-fluorophenyl)(methyl-d3)carbamoyloxy)-3,5-bis(trifluoromethyl)phenyl)-1H-pyrazole-1-carboxylate FC1=CC=C(C=C1)N(C(=O)OC1=C(C=C(C=C1C(F)(F)F)C(F)(F)F)C=1C=NN(C1)C(=O)OC(C)(C)C)C([2H])([2H])[2H]